C1=NCCC2=CC=NC=C12 3,4-dihydro-2,7-naphthyridin